(3aR,7S,7aR)-5-(6-benzyloxyhexyl)-2,2-dimethyl-7-[4-(phenoxymethyl)triazol-1-yl]-3a,6,7,7a-tetrahydro-[1,3]dioxolo[4,5-c]pyridin-4-one C(C1=CC=CC=C1)OCCCCCCN1C([C@H]2[C@@H]([C@H](C1)N1N=NC(=C1)COC1=CC=CC=C1)OC(O2)(C)C)=O